FC1=CC=C(C=C1)[C@H](C)P(C1=CC=CC=C1)(C1=CC=CC=C1)=O (S)-(1-(4-fluorophenyl)ethyl)diphenylphosphin oxide